NC1=C(C=C(N=N1)C1=C(C=CC=C1)O)N1CC2CCC(C1)N2C2=CC(=NC=C2)C#CCN2CC(C2)CC(F)F 2-[6-amino-5-[8-[2-[3-[3-(2,2-difluoroethyl)azetidin-1-yl]prop-1-ynyl]-4-pyridyl]-3,8-diazabicyclo[3.2.1]octan-3-yl]pyridazin-3-yl]phenol